2-(7-chloroimidazo[1,5-a]pyridin-1-yl)-N-(6-((6-cyclopropylimidazo[1,2-a]pyridin-2-yl)difluoromethyl)pyrimidin-4-yl)propanamide ClC1=CC=2N(C=C1)C=NC2C(C(=O)NC2=NC=NC(=C2)C(F)(F)C=2N=C1N(C=C(C=C1)C1CC1)C2)C